ClC=1C(=NC=CC1C1=NC(=C(C=C1)CNC[C@@H]1NC(CC1)=O)OC)C=1C(=C(C=CC1)NC(C1=NC=C(C=C1)CN1C[C@H](CC1)OC)=O)C N-(3-(3'-chloro-6-methoxy-5-(((((R)-5-oxopyrrolidin-2-yl)methyl)amino)methyl)-[2,4'-bipyridin]-2'-yl)-2-methylphenyl)-5-(((S)-3-methoxypyrrolidin-1-yl)methyl)picolinamide